ClC1=C(C=CC=C1NC1=NSC2=C1C=CC(=C2)C(OC)OC)C2=C(C(=CC=C2)OCCCCl)Cl N-(2,2'-dichloro-3'-(3-chloropropyloxy)-[1,1'-biphenyl]-3-yl)-6-(dimethoxymethyl)benzo[d]isothiazol-3-amine